ClC=1C(=C2C=NNC2=CC1F)C(=O)N1CCC2=C1N=C(N=C2N2CCNCC2)OC2=C1CCN(CC1=CC=C2)C (5-chloro-6-fluoro-1H-indazol-4-yl)(2-((2-methyl-1,2,3,4-tetrahydroisoquinolin-5-yl)oxy)-4-(piperazin-1-yl)-5,6-dihydro-7H-pyrrolo[2,3-d]pyrimidin-7-yl)methanone